1-(1-(2-(benzyloxy)benzoyl)-1H-indol-6-yl)-N-(3-(1,1-difluoropropyl)phenyl)-3-methyl-5-oxo-4,5-dihydro-1H-pyrazole-4-carboxamide C(C1=CC=CC=C1)OC1=C(C(=O)N2C=CC3=CC=C(C=C23)N2N=C(C(C2=O)C(=O)NC2=CC(=CC=C2)C(CC)(F)F)C)C=CC=C1